OCCCNCCC1=CC=C(C=C1)C1=C(C=C(C#N)C=C1)OC1=NC(=NC(=C1)N1CCOCC1)C 4-[4-[2-(3-hydroxypropylamino)ethyl]phenyl]-3-(2-methyl-6-morpholin-4-ylpyrimidin-4-yl)oxybenzonitrile